3,4-bis(mercaptomethylthio)4-[3,4-bis(mercaptomethylthio)methyl-6-mercapto-2,5-dithiahexylthio]-1,3-dithiolane SCSS1CSCC1(SCSC(C(SCS)CSCS)CSCS)SCS